propyl N-(tert-butoxycarbonyl)-O-methyl-L-serinate C(C)(C)(C)OC(=O)N[C@@H](COC)C(=O)OCCC